3-(2,4-bis((S)-3-methylmorpholino)-4a,8a-dihydropyrido[2,3-d]pyrimidin-7-yl)benzoic acid C[C@H]1COCCN1C=1N=C(C2C(N1)N=C(C=C2)C=2C=C(C(=O)O)C=CC2)N2[C@H](COCC2)C